CC1=C(CC2OC(C3=CC(=CC=C23)N2CCN(CC2)C(=O)OC(C)(C)C)=O)C=CC=C1 3-(2-methylbenzyl)-6-(4-Boc-piperazin-1-yl)isobenzofuran-1(3H)-one